methyl (E)-3-(3-(N-((4-(1H-benzo[d]imidazol-6-yl)phenyl)methyl-d)cyclohexanecarboxamido)phenyl)acrylate N1C=NC2=C1C=C(C=C2)C2=CC=C(C=C2)C(N(C(=O)C2CCCCC2)C=2C=C(C=CC2)/C=C/C(=O)OC)[2H]